tert-Butyl (4-(8-amino-3-(2-methyloxazol-4-yl)imidazo[1,5-a]pyrazin-1-yl)-2-methoxyphenyl)carbamate NC=1C=2N(C=CN1)C(=NC2C2=CC(=C(C=C2)NC(OC(C)(C)C)=O)OC)C=2N=C(OC2)C